2,5-bis(5-tertiary butyl-2-benzoxazolyl)thiophene C(C)(C)(C)C=1C=CC2=C(N=C(O2)C=2SC(=CC2)C=2OC3=C(N2)C=C(C=C3)C(C)(C)C)C1